[Zn].[In].[Cu] copper-indium-zinc